C(C)(=O)NCC(=O)C1C(C2=CC=C(C=C2C1=O)S(=O)(=O)C=1C=C2C(C(C(C2=CC1)=O)C(CNC(C)=O)=O)=O)=O N-[2-(5-{[2-(2-acetamidoacetyl)-1,3-dioxo-2,3-dihydro-1H-inden-5-yl]sulfonyl}-1,3-dioxo-2,3-dihydro-1H-inden-2-yl)-2-oxoethyl]acetamide